CC1(CNC1)NC=1OC(=NN1)C1CC2(C1)CCC2 N-(3-methylazetidin-3-yl)-5-(spiro[3.3]heptan-2-yl)-1,3,4-oxadiazol-2-amine